C(#C)C=1C=C(C(=O)NC2=CC(=C(C=C2)C#CCNCCN2CCN(CC2)C2=CC=C(C=C2)S(=O)(=O)F)C(F)(F)F)C=CC1 4-(4-(2-((3-(4-(3-ethynylbenzamido)-2-(trifluoromethyl)phenyl)prop-2-yn-1-yl)amino)ethyl)piperazin-1-yl)benzenesulfonyl fluoride